2-methylpropan-2-yl{[7-chloro-4-(4,4,5,5-tetramethyl-1,3,2-dioxaborolane-2-yl)isoquinolin-1-yl]{[(2-methylpropan-2-yl)oxy]carbonyl}amino}carboxylate CC(C)(C)OC(=O)N(C(=O)OC(C)(C)C)C1=NC=C(C2=CC=C(C=C12)Cl)B1OC(C(O1)(C)C)(C)C